CC1(C(NC2=CN=C(C=C21)C2=NSC=N2)=O)C 3-(3,3-Dimethyl-2-oxo-1H-pyrrolo[2,3-c]pyridin-5-yl)-1,2,4-thiadiazol